tert-Butyl ((1S,3R)-3-((R)-2-amino-3-hydroxypropyl)cyclobutyl)carbamate N[C@H](CC1CC(C1)NC(OC(C)(C)C)=O)CO